tert-butyl 4-(3,4-dichloro-5-fluoro-1H-indole-2-carbonyl)piperazine-1-carboxylate ClC1=C(NC2=CC=C(C(=C12)Cl)F)C(=O)N1CCN(CC1)C(=O)OC(C)(C)C